C1(CC1)NC(C1=CN=C(C=C1)COC1=NN2C(C3=CC=CC=C13)=NN=C2C2=NOC(=C2)CO)=O N-cyclopropyl-6-(((3-(5-(hydroxymethyl)isoxazol-3-yl)-[1,2,4]triazolo[3,4-a]phthalazin-6-yl)oxy)methyl)nicotinamide